1-(4-(7-bromo-1-oxoisoindol-4-yl)-3-fluorophenyl)-3-(3-(trifluoromethyl)phenyl)urea BrC=1C=CC(=C2C=NC(C12)=O)C1=C(C=C(C=C1)NC(=O)NC1=CC(=CC=C1)C(F)(F)F)F